N1-(2-(4-propylpiperidin-1-yl)pyrimidin-5-yl)cyclohexane-1,4-diamine C(CC)C1CCN(CC1)C1=NC=C(C=N1)NC1CCC(CC1)N